CN1C=C(C2=CC=CC=C12)C1OC2=C(C1=O)C=CC=C2 (Z)-2-(1-methyl-1H-indol-3-yl)benzofuran-3(2H)-one